FC1=C(C=CC(=C1)F)[C@]([C@@H](C)N1CCC(CC1)=CC(=O)NC1=CC=C(C=C1)OC)(CN1N=CN=C1)O 2-(1-((2R,3R)-3-(2,4-difluorophenyl)-3-hydroxy-4-(1H-1,2,4-triazol-1-yl)butan-2-yl)piperidin-4-ylidene)-N-(4-methoxyphenyl)acetamide